4-(cyclopentylamino)-2-((1-((4-(1-methylpiperidin-4-yl)phenyl)sulfonyl)piperidin-4-yl)amino)pyrimidine-5-carbonitrile C1(CCCC1)NC1=NC(=NC=C1C#N)NC1CCN(CC1)S(=O)(=O)C1=CC=C(C=C1)C1CCN(CC1)C